[Br-].NC(C)C=1C(=NC=CC1)CC 1-aminoethyl-2-ethylpyridine bromide salt